3-(5-(((3R,4R)-4-Fluoro-1-((2-((R)-tetrahydrofuran-3-yl)quinolin-6-yl)methyl)pyrrolidin-3-yl)oxy)-1-oxoisoindolin-2-yl)piperidine-2,6-dione F[C@H]1[C@@H](CN(C1)CC=1C=C2C=CC(=NC2=CC1)[C@@H]1COCC1)OC=1C=C2CN(C(C2=CC1)=O)C1C(NC(CC1)=O)=O